N-[4-Fluoro-2-methyl-5-[1-(3,3,3-trifluoropropyl)pyrazol-4-yl]phenyl]pyrazolo[1,5-a]pyridine-3-carboxamide FC1=CC(=C(C=C1C=1C=NN(C1)CCC(F)(F)F)NC(=O)C=1C=NN2C1C=CC=C2)C